2-[(pyridin-2-yl)methyl]-4,5-dihydro-2H-furo[2,3-g]indazol-7-carboxamid N1=C(C=CC=C1)CN1N=C2C3=C(CCC2=C1)OC(=C3)C(=O)N